[B].[B].N1=CC=NC2=CC=CC=C12 quinoxaline diboron